(R)-1'-(5-Amino-1-benzyl-1H-pyrazole-4-carbonyl)-6-chloro-5-fluorospiro[benzo[d][1,3]oxazine-4,3'-piperidin]-2(1H)-one NC1=C(C=NN1CC1=CC=CC=C1)C(=O)N1C[C@@]2(CCC1)C1=C(NC(O2)=O)C=CC(=C1F)Cl